FC=1C=C2CCN(CC2=CC1)C1=CC(=C(C(=C1)C1OCC1)NC(CC(C)(C)C)=O)C N-(4-(6-fluoro-3,4-dihydroisoquinolin-2(1H)-yl)-2-methyl-6-(oxetan-2-yl)phenyl)-3,3-dimethylbutyramide